4-(4-fluorobenzoyl)-3-methylpiperazine-2-one FC1=CC=C(C(=O)N2C(C(NCC2)=O)C)C=C1